4-Aminomethyl-6-(1-methyl-5-(5-trifluoromethylpyridin-2-yl)-1H-pyrazol-4-yl)phthalazin-1(2H)-one NCC1=NNC(C2=CC=C(C=C12)C=1C=NN(C1C1=NC=C(C=C1)C(F)(F)F)C)=O